4-(6-amino-2-fluoro-9H-purin-9-yl)-N-(4,4,6,6-tetramethyl-4,5,6,7-tetrahydro[1,3]thiazolo[5,4-c]pyridin-2-yl)cyclohexanecarboxamide NC1=C2N=CN(C2=NC(=N1)F)C1CCC(CC1)C(=O)NC=1SC=2C(NC(CC2N1)(C)C)(C)C